Cyclopropyl-[(5s,7s)-7-fluoro-5-(2-fluorophenyl)-6,7-dihydro-5H-pyrrolo[1,2-b][1,2,4]triazol-2-yl]methanone methyl-4-((2-methoxyethyl)amino)-5-nitrothiophene-2-carboxylate COC(=O)C=1SC(=C(C1)NCCOC)[N+](=O)[O-].C1(CC1)C(=O)C=1N=C2N(N1)[C@@H](C[C@@H]2F)C2=C(C=CC=C2)F